ClC=1C=NN2C1C=C(C=C2C(=O)NC2=CC(=CC=C2)C2(CC(C2)CC#N)C2=NN=CN2C)CN2C[C@H](CCC2)C 3-chloro-5-{[(3S)-3-methylpiperidin-1-yl]methyl}-N-{3-[(1S,3S)-3-(cyanomethyl)-1-(4-methyl-1,2,4-triazol-3-yl)cyclobutyl]phenyl}pyrazolo[1,5-a]pyridine-7-carboxamide